4-(1-methyl-1H-pyrazol-4-yl)isoquinolin-1-amine CN1N=CC(=C1)C1=CN=C(C2=CC=CC=C12)N